methyl 3-iodo-3a,7a-dihydro-1H-indazole-5-carboxylate IC1=NNC2C=CC(=CC12)C(=O)OC